[Al].[V].[Fe] iron vanadium-aluminum